ammonium uranyl tricarbonate C(=O)([O-])OC(=O)OC(=O)[O-].[U+2](=O)=O.[NH4+]